C(N)(OC1C(C=CC=C1)(Cl)Cl)=O 2,2-dichlorophenyl carbamate